ClC=1C=C(N)C=C(C1C)CN1CCN(CC1)C 3-chloro-4-methyl-5-((4-methylpiperazin-1-yl)methyl)aniline